Racemic-ethyl-3-(4-{2-[2-(2-ethoxyethoxy)ethoxy]ethoxy}phenyl)-2-[(methanesulfonyl)oxy]propanoate C(C)OC([C@@H](CC1=CC=C(C=C1)OCCOCCOCCOCC)OS(=O)(=O)C)=O |r|